S(=O)(=O)(CCN)C=1C(NC(NC1C)=S)=O 5-tauryl-methyl-2-thiouracil